ClC=1C=CC(=C2C=CN(C(C12)=O)C)OC1CC2(CN(C2)CC(=O)NC2=CC=3N(C=C2)C=NN3)C1 2-[6-[(8-chloro-2-methyl-1-oxo-5-isoquinolyl)oxy]-2-azaspiro[3.3]heptan-2-yl]-N-([1,2,4]triazolo[4,3-a]pyridin-7-yl)acetamide